FC1=C2C=C(NC2=C(C=C1O)F)C 4,7-difluoro-2-methyl-1H-indol-5-ol